ONC(\C=C\C1=CC=C(C=C1)CN(CCC1=CNC2=CC=CC=C12)CCO)=O (2E)-N-hydroxy-3-[4-[[(2-hydroxyethyl)[2-(1H-indol-3-yl)ethyl]amino]methyl]phenyl]-2-propenamide